((4-(2-(5-chloropyridin-2-yl)-2-methylbenzo[d][1,3]dioxan-4-yl)piperidin-1-yl)methyl)-4-methoxy-1-(((S)-oxetan-2-yl)methyl)-1H-benzo[d]imidazole-6-carboxylic acid ClC=1C=CC(=NC1)C1(OC(C2=C(O1)C=CC=C2)C2CCN(CC2)CC2=NC1=C(N2C[C@H]2OCC2)C=C(C=C1OC)C(=O)O)C